C(C1=CC=CC=C1)OC1CC(C1)OCCCOCCCOC1OCCCC1 2-(3-(3-((1r,3r)-3-(benzyloxy)cyclobutoxy)propoxy)propoxy)tetrahydro-2H-pyran